trans-adipate C(CCCCC(=O)[O-])(=O)[O-]